C(CCC)N1N=NN=C1CC1=CC=C(C#N)C=C1 (R)-4-((1-butyl-1H-tetrazol-yl)methyl)benzonitrile